2-chloro-N-(oxazol-2-ylcarbamoyl)acetamide di-tert-butyl-(R)-2-(hydroxymethyl)piperazine-1,4-dicarboxylate C(C)(C)(C)OC(=O)N1[C@H](CN(CC1)C(=O)OC(C)(C)C)CO.ClCC(=O)NC(NC=1OC=CN1)=O